OCC[NH2+]CCC[NH3+] N-(2-Hydroxyethyl)-1,3-propanediaminium